BrC(C(=O)O)CCCCCCCCCCCCCCCC bromooctadecanoic acid